6-(1-acryloylazetidin-3-yl)-2-(5-methyl-1H-indazol-4-yl)-3,4-dihydroisoquinolin-1(2H)-one C(C=C)(=O)N1CC(C1)C=1C=C2CCN(C(C2=CC1)=O)C1=C2C=NNC2=CC=C1C